(R)-4-(sec-butylamino)-2-((2-methoxy-4-(morpholinosulfonyl)phenyl)amino)-7H-pyrrolo[2,3-d]pyrimidine-5-carbonitrile [C@@H](C)(CC)NC=1C2=C(N=C(N1)NC1=C(C=C(C=C1)S(=O)(=O)N1CCOCC1)OC)NC=C2C#N